methyl 3-(bromomethyl)-2-chlorobenzoate BrCC=1C(=C(C(=O)OC)C=CC1)Cl